O1C(CCCC1)OC1=CC=C(C=C1)B1OC(C)(C)C(C)(C)O1 4-(2-tetrahydropyranyl-oxy)phenylboronic acid pinacol ester